4-amino-N-(cyclopropylmethyl)-N-[[5-(trifluoromethyl)-2-pyridyl]methyl]-1,3-dihydrofuro[3,4-c]quinoline-8-carboxamide 2,2,2-trifluoroacetate FC(C(=O)O)(F)F.NC1=NC=2C=CC(=CC2C2=C1COC2)C(=O)N(CC2=NC=C(C=C2)C(F)(F)F)CC2CC2